OC(C=1C=C(C=CC1)NC(=O)C=1N(N=C(C1)C(F)(F)F)C1=CC(=CC=C1)C#N)C1=CC=CC=C1 2-(3-Cyano-phenyl)-5-trifluoromethyl-2H-pyrazole-3-carboxylic acid [3-(hydroxyphenylmethyl)phenyl]amide